C(#CCCCCCC)O octyneol